O1CC(=C(C1)C(=O)OC)C(=O)OC Dimethyl 2,5-dihydrofuran-3,4-dicarboxylate